N1(N=CC=C1)CC1N2CCC(C1=O)CC2 2-((1H-pyrazol-1-yl)methyl)quinuclidin-3-one